9-(4'-chloro-[1,1':2',1''-terphenyl]-2-yl)-3-phenyl-9H-carbazole ClC=1C=C(C(=CC1)C1=C(C=CC=C1)N1C2=CC=CC=C2C=2C=C(C=CC12)C1=CC=CC=C1)C1=CC=CC=C1